C(C)(C)OC1=C(C=CC=C1)[C@@H]1CN(CCN1)CC=1C=NC(=CC1)C (3R)-3-(2-isopropoxyphenyl)-1-[(6-methylpyridin-3-yl)methyl]piperazine